ClC1=CC=C2C(=CC(=NC2=C1)C1=CC=C(C=C1)C1N(CCC1)C(=O)OC(C)(C)C)C(=O)N1CCOCC1 tert-butyl 2-(4-(7-chloro-4-(morpholine-4-carbonyl)quinolin-2-yl)phenyl)pyrrolidine-1-carboxylate